NC1=NC(=C(C=2N1C(N(N2)CC2=NN(C=C2)C)=O)C2=CC(=NC(=C2)C)CO)C2=CC=C(C=C2)F 5-amino-7-(4-fluorophenyl)-8-[2-(hydroxymethyl)-6-methyl-4-pyridinyl]-2-[(1-methylpyrazol-3-yl)methyl]-[1,2,4]triazolo[4,3-c]pyrimidin-3-one